4-chloro-N-((2S)-1-oxo-1-(6-(pyridin-3-yl)-5,6-dihydropyridin-1(2H)-yl)propan-2-yl)benzamide ClC1=CC=C(C(=O)N[C@H](C(N2CC=CCC2C=2C=NC=CC2)=O)C)C=C1